BrC=1C=CC2=C(N(C(=N2)C)C2CCC(CC2)(F)F)C1 6-bromo-1-(4,4-difluorocyclohexyl)-2-methyl-1H-benzimidazole